(4-(((1R,4r)-4-(bromomethyl)cyclohexyl)methoxy)-2-methoxyphenyl)carbamic acid tert-butyl ester C(C)(C)(C)OC(NC1=C(C=C(C=C1)OCC1CCC(CC1)CBr)OC)=O